ClC=1C(=C(OC(C=O)C)C(=CC1)F)F 2-(3-chloro-2,6-difluorophenoxy)propanal